COCCN1CCN(CC1)C=1C=2N(C=NC1C=1C=NNC1)N=C(N2)NC2CCN(CC2)S(=O)(=O)C 8-(4-(2-methoxyethyl)piperazin-1-yl)-N-(1-(methylsulfonyl)piperidin-4-yl)-7-(1H-pyrazol-4-yl)-[1,2,4]triazolo[1,5-c]pyrimidin-2-amine